FC([C@]12CCN(C[C@@H]2C1)C1=C(C(=O)NC2=NC(=NC=C2)N2CCC(CC2)(F)F)C=CC(=C1)NS(=O)(=O)CCO)F 2-((1R,6S)-6-(difluoromethyl)-3-azabicyclo[4.1.0]heptan-3-yl)-N-(2-(4,4-difluoropiperidin-1-yl)pyrimidin-4-yl)-4-((2-hydroxyethyl)sulfonamido)benzamide